C(#N)CCC1=CC=C(C=C1)B(O)O 4-(2-cyanoethyl)phenylboronic acid